(R)-1-(4-((5-(1-(2,2-difluoroethyl)-4-fluoro-1H-benzo[d]imidazol-6-yl)-4-methoxypyrrolo[2,1-f][1,2,4]triazin-2-yl)amino)-3,3-difluoropiperidin-1-yl)ethan-1-one-2,2,2-d3 FC(CN1C=NC2=C1C=C(C=C2F)C=2C=CN1N=C(N=C(C12)OC)N[C@H]1C(CN(CC1)C(C([2H])([2H])[2H])=O)(F)F)F